COC1=NC(=NC(=C1)OC)NC(=O)NS(=O)(=O)C1=C(C=CC(=C1)NC=O)C(N(C)C)=O 1-(4,6-dimethoxypyrimidin-2-yl)-3-[2-(dimethylcarbamoyl)-5-formamidophenylsulfonyl]urea